(2-methoxyethyl)-4-phenylisoindoline-2-carbonitrile COCCC1N(CC2=C(C=CC=C12)C1=CC=CC=C1)C#N